OCC=1C(=NC=CC1C1=CN(C(C(=C1)NC1=NNC(=C1)C)=O)C)N1C(C=2N(C=3CCCCC3C2)CC1)=O 2-[3'-Hydroxymethyl-1-methyl-5-(5-methyl-1H-pyrazol-3-ylamino)-6-oxo-1,6-dihydro-[3,4']bipyridinyl-2'-yl]-3,4,6,7,8,9-hexahydro-2H-pyrazino[1,2-a]indol-1-one